O1CCN(CC1)C=1C=C(C=2N(N1)C(=CN2)C(F)(F)F)N 6-morpholino-3-(trifluoromethyl)imidazo[1,2-b]pyridazin-8-amine